(3S,4S)-1-(4-((S)-1-((3S,4S)-3-(3-dodecylureido)-4-methoxypyrrolidin-1-yl)-2,2,2-trifluoroethyl)benzoyl)-N3,N4-bis((1S,2R)-2-phenylcyclopropyl)pyrrolidine-3,4-dicarboxamide C(CCCCCCCCCCC)NC(N[C@H]1CN(C[C@@H]1OC)[C@H](C(F)(F)F)C1=CC=C(C(=O)N2C[C@H]([C@@H](C2)C(=O)N[C@@H]2[C@H](C2)C2=CC=CC=C2)C(=O)N[C@@H]2[C@H](C2)C2=CC=CC=C2)C=C1)=O